C1(=CC=CC=C1)C(C(=O)N1[C@H]2[C@H](N(C[C@@H]1CC2)C(=O)OC2=CC=CC=C2)C(=O)O)C2=CC=CC=C2 (1R,2S,5S)-8-(2,2-diphenylacetyl)-3-(phenoxycarbonyl)-3,8-diazabicyclo[3.2.1]octane-2-carboxylic acid